4-(2-(2-chlorophenyl)-5,7-dihydroxy-4-oxo-4H-chromen-8-yl)-1-methylpiperidin-3-yl (S)-2-((tert-butyldimethylsilyl) oxy)propanoate [Si](C)(C)(C(C)(C)C)O[C@H](C(=O)OC1CN(CCC1C=1C(=CC(=C2C(C=C(OC12)C1=C(C=CC=C1)Cl)=O)O)O)C)C